N-(5,6-dichloro-1H-benzo[d]imidazol-2-yl)-4-methyltetrahydro-2H-pyran-4-carboxamide ClC1=CC2=C(NC(=N2)NC(=O)C2(CCOCC2)C)C=C1Cl